FC1=C(C(=O)NC(C)C2=CC=CC=C2)C=C(C=C1)[N+](=O)[O-] 2-fluoro-5-nitro-N-(1-phenylethyl)benzamide